6-benzyl-octahydro-1H-pyrrolo[3,4-b]Pyridine C(C1=CC=CC=C1)N1CC2NCCCC2C1